COC=1C=C(C=CC1)C1=CC(=CS1)C(=O)NC1=NC(=NS1)CC(=C(F)F)C 5-(3-methoxyphenyl)-N-(3-(3,3-difluoro-2-methylallyl)-1,2,4-thiadiazol-5-yl)thiophene-3-Formamide